L-mannose iodide [I-].O=C[C@H](O)[C@H](O)[C@@H](O)[C@@H](O)CO